NC(C=C)C1C2(C1)C1=C(CN(S2(=O)=O)C)C=CC(=C1)Cl (1-Aminoallyl)-7-chloro-3-methyl-3,4-dihydrospiro[benzo[d][1,2]thiazine-1,1'-cyclopropane]-2,2-dioxide